N-(3-(azetidin-1-ylmethyl)-5-(trifluoromethyl)phenyl)-7-chloro-1-methyl-6-((6-(methylamino)pyrazolo[1,5-a]pyrazin-3-yl)oxy)-1H-imidazo[4,5-b]pyridin-2-amine N1(CCC1)CC=1C=C(C=C(C1)C(F)(F)F)NC=1N(C=2C(=NC=C(C2Cl)OC=2C=NN3C2C=NC(=C3)NC)N1)C